(R)-Methyl 4-(Methylthio)-2-(5-(3-(5-(Pentan-3-Ylcarbamoyl)Oxazol-2-yl)Phenyl)-1H-Pyrazole-3-Carboxamido)Butanoate CSCC[C@H](C(=O)OC)NC(=O)C1=NNC(=C1)C1=CC(=CC=C1)C=1OC(=CN1)C(NC(CC)CC)=O